4-(3-chloro-5-(phenanthr-9-yl)phenyl)-2,6-diphenylpyrimidine ClC=1C=C(C=C(C1)C=1C2=CC=CC=C2C=2C=CC=CC2C1)C1=NC(=NC(=C1)C1=CC=CC=C1)C1=CC=CC=C1